1-([1,2,4]Triazolo[1,5-a]pyridin-7-yl)ethan-1-one tert-butyl-4-(2-oxo-2,3-dihydrobenzo[d]oxazol-7-yl)piperidine-1-carboxylate C(C)(C)(C)OC(=O)N1CCC(CC1)C1=CC=CC=2NC(OC21)=O.N=2C=NN1C2C=C(C=C1)C(C)=O